CS(=O)(=O)C=1C=C(C=CC1)[C@H](C1CCN(CC1)C(=O)N1C[C@@H]2[C@@H](OCC(N2)=O)CC1)C=1C=NC=CC1 |o1:10| (4aR,8aS)-6-[4-[(S or R)-(3-methylsulfonylphenyl)-(3-pyridyl)methyl]piperidine-1-carbonyl]-4,4a,5,7,8,8a-hexahydropyrido[4,3-b][1,4]oxazin-3-one